4-((2,4'-dichloro-[1,1'-biphenyl]-4-yl)thio)-1H-1,2,3-triazole-5-carboxylic acid ClC1=C(C=CC(=C1)SC=1N=NNC1C(=O)O)C1=CC=C(C=C1)Cl